ClC1=C(C=C(C=C1)C1=CC(=C(C=C1)C=1NC(C2=C(N1)NN=N2)=O)OCC)C(=O)O 4-chloro-3'-ethoxy-4'-(7-oxo-6,7-dihydro-3H-[1,2,3]triazolo[4,5-d]pyrimidin-5-yl)-[1,1'-biphenyl]-3-carboxylic acid